FC(C(C)(C)O)(F)C=1C(=C(C=CC1)[C@@H](C)NC=1C2=C(N=C(N1)C)N=C(C(=C2)N2[C@@H]1CN([C@H](C2)C1)C(C)=O)C)F 1-{(1S,4S)-5-[4-({(1R)-1-[3-(1,1-difluoro-2-hydroxy-2-methylpropyl)-2-fluorophenyl]ethyl}amino)-2,7-dimethylpyrido[2,3-d]pyrimidin-6-yl]-2,5-diazabicyclo[2.2.1]heptan-2-yl}ethan-1-one